(hydroxyhexoxy)-4-methylcoumarin OCCCCCCOC=1C(OC2=CC=CC=C2C1C)=O